(3-((benzyloxy)methyl)-4-ethyl-5-oxo-4,5-dihydro-1H-1,2,4-triazol-1-yl)-7-fluoro-2-(o-tolyl)isoquinolin-1(2H)-one C(C1=CC=CC=C1)OCC1=NN(C(N1CC)=O)C=1N(C(C2=CC(=CC=C2C1)F)=O)C1=C(C=CC=C1)C